5-(4-(7-(1-methyl-1H-pyrazol-4-yl)quinazolin-4-yl)-1H-pyrazol-3-yl)thiazole CN1N=CC(=C1)C1=CC=C2C(=NC=NC2=C1)C=1C(=NNC1)C1=CN=CS1